tert-Butyl 5-bromo-1-oxoisoindoline-2-carboxylate BrC=1C=C2CN(C(C2=CC1)=O)C(=O)OC(C)(C)C